C(C)(C)(C)OC(=O)N1CC2=CC=CC(=C2CC1)C1=C2C(=C(NC2=C(C=C1F)C(N)=O)C)C (RS)-5-(7-carbamoyl-5-fluoro-2,3-dimethyl-1H-indol-4-yl)-3,4-dihydroisoquinoline-2(1H)-carboxylic acid tert-butyl ester